oxa-5,7-diazaspiro[3.4]octan O1CCC12NCNC2